C1(CC1)NC1=C(C=NC=C1)N N4-cyclopropylpyridine-3,4-diamine